4-Fluoro-2-((1-methylethyl)sulfonamido)-N-(thiophen-3-yl)benzamide FC1=CC(=C(C(=O)NC2=CSC=C2)C=C1)NS(=O)(=O)C(C)C